FC1=C(C=CC(=C1)[N+](=O)[O-])N1CC2(C1)CN(C2)CCCCCCCC(=O)OC(C)(C)C tert-butyl 8-[2-(2-fluoro-4-nitro-phenyl)-2,6-diazaspiro[3.3]heptan-6-yl]octanoate